7-(3-fluoro-3-methylbutan-2-yl)-2-{[(3S,4R)-3-hydroxyoxan-4-yl]amino}-5-methylpyrrolo[2,1-f][1,2,4]triazine-6-carbonitrile FC(C(C)C1=C(C(=C2C=NC(=NN21)N[C@H]2[C@@H](COCC2)O)C)C#N)(C)C